(5S)-2-[3-Chloro-4-(trifluoromethyl)benzyl]-5-[(3,3-difluoropyrrolidin-1-yl)carbonyl]-5,6,7,8-tetrahydro[1,2,4]triazolo[4,3-a]pyridin-3(2H)-one ClC=1C=C(CN2N=C3N([C@@H](CCC3)C(=O)N3CC(CC3)(F)F)C2=O)C=CC1C(F)(F)F